racemic-cis-1-(5-(trifluoromethyl)pyrimidin-2-yl)octahydropyrrolo[3,2-b]pyrrole hydrochloride Cl.FC(C=1C=NC(=NC1)N1[C@@H]2[C@H](CC1)NCC2)(F)F |r|